ClC1=CN=C2N1C=C(N=C2N2[C@H]([C@@H](C2)O)C)C=2C=NN(C2)C2CN(C2)C (2S,3R)-1-[3-chloro-6-[1-(1-methylazetidin-3-yl)pyrazol-4-yl]imidazo[1,2-a]pyrazin-8-yl]-2-methyl-azetidin-3-ol